tert-butyl 3-(3,5-dibromo-1H-pyrazol-1-yl)pyrrolidine-1-carboxylate BrC1=NN(C(=C1)Br)C1CN(CC1)C(=O)OC(C)(C)C